C[C@]1(CN(CC1)[C@H]1CCC=2C1=NNC(C2C(F)(F)F)=O)C(=O)N2CCN(CC2)C2=NC=C(C#N)C=C2 6-(4-((S)-3-methyl-1-((S)-3-oxo-4-(trifluoromethyl)-3,5,6,7-tetrahydro-2H-cyclopenta[c]pyridazin-7-yl)pyrrolidin-3-carbonyl)piperazin-1-yl)nicotinonitrile